CCOC(=O)NC1=CC=CC=C1 N-phenylurethane